Cl.FC1=C(C=CC=C1)CC=1N=C(C2=C(N1)N(C=C2)C)N [(2-fluorophenyl)methyl]-7-methyl-7H-pyrrolo[2,3-d]pyrimidin-4-amine hydrochloride